ClC=1C2=C(C=NC1)OC1(C2(C(C(C1C1=CC=CC=C1)C(=O)N(C)C)O)O)C1=CC=C(C=C1)C#N 4-Chloro-7a-(4-cyanophenyl)-4b,5-dihydroxy-N,N-dimethyl-7-phenyl-4b,6,7,7a-tetrahydro-5H-cyclopenta[4,5]furo[2,3-c]pyridine-6-carboxamide